C(N)(=O)C=1C=C(N(N1)C)NC=1SC(=CN1)C(=O)NC1=C(C(=CC=C1C)O)C 2-[(5-Carbamoyl-2-methyl-pyrazol-3-yl)amino]-N-(3-hydroxy-2,6-dimethyl-phenyl)thiazole-5-carboxamide